(3-fluoroazetidin-3-yl)methyl 4-((5-cyclopropyl-3-isopropylpyrazolo[1,5-a]pyrimidin-7-yl)amino)piperidine-1-carboxylate C1(CC1)C1=NC=2N(C(=C1)NC1CCN(CC1)C(=O)OCC1(CNC1)F)N=CC2C(C)C